5-[4-(2-propylbenzoylamino)phenyl]-1H-naphtho[1,2-b][1,4]diazepine C(CC)C1=C(C(=O)NC2=CC=C(C=C2)N2C3=C(NCC=C2)C2=CC=CC=C2C=C3)C=CC=C1